cis-4,5-Difluoro-1,3-dioxolan F[C@@H]1OCO[C@@H]1F